2-bromo-6-(3-cyclopropylphenoxy)-4H-pyrazolo[1,5-a]pyrimidin-7-one BrC1=NN2C(NC=C(C2=O)OC2=CC(=CC=C2)C2CC2)=C1